bis(N,N-diglycidyl-3-methyl-4-aminocyclohexyl)methane C(C1CO1)N(C1C(CC(CC1)CC1CC(C(CC1)N(CC1CO1)CC1CO1)C)C)CC1CO1